2-(4-piperidinyl)-4H-thieno[3,2-b]Pyrrole N1CCC(CC1)C1=CC=2NC=CC2S1